S(=O)(=O)([O-])[O-].OC(C[N+](C)(C)CC(C)O)C.OC(C[N+](CC(C)O)(C)C)C bis-(2-hydroxypropyl)-dimethyl-ammonium sulfate